FC1=C(C=C(C=C1)F)[C@H]1OC[C@@H](C([C@@H]1N)COCC)N1CC2=NN(C=C2C1)S(=O)(=O)C (2R,3S,5R)-2-(2,5-difluorophenyl)-4-(ethoxymethyl)-5-(2-methylsulfonyl-4,6-dihydropyrrolo[3,4-c]pyrazol-5-yl)tetrahydropyran-3-amine